C(C)(C)(C)OC(=O)N1[C@@H](C[C@H](C1)O)C(NCC1=C(C=C(C=C1)C#C)Cl)=O (2S,4R)-2-{[(2-chloro-4-ethynylphenyl)methyl]carbamoyl}-4-hydroxypyrrolidine-1-carboxylic acid tert-butyl ester